N-(8,9-Difluoro-6-oxo-1,4,5,6-tetrahydro-2H-thiopyrano[3,4-c]isoquinolin-1-yl)-8-fluoro-N-methylindolizine-2-carboxamide FC=1C(=CC=2C3=C(NC(C2C1)=O)CSCC3N(C(=O)C=3C=C1C(=CC=CN1C3)F)C)F